tert-butyl (1-((2-(2,6-dioxopiperidin-3-yl)-1,3-dioxoisoindolin-4-yl)oxy)-2-oxo-7,10,13-trioxa-3-azahexadecan-16-yl)carbamate O=C1NC(CCC1N1C(C2=CC=CC(=C2C1=O)OCC(NCCCOCCOCCOCCCNC(OC(C)(C)C)=O)=O)=O)=O